tert-butyl 4-[3-[[2-(2,6-dioxo-3-piperidyl)-1,3-dioxo-isoindolin-4-yl]amino] propoxymethyl]piperidine-1-carboxylate O=C1NC(CCC1N1C(C2=CC=CC(=C2C1=O)NCCCOCC1CCN(CC1)C(=O)OC(C)(C)C)=O)=O